(R)-3-(2-(4-(3-fluorophenyl)piperazin-1-yl)ethyl)-2-methyl-2,8-diazaspiro[4.5]decan-1-one dihydrochloride Cl.Cl.FC=1C=C(C=CC1)N1CCN(CC1)CC[C@@H]1N(C(C2(C1)CCNCC2)=O)C